C(C)(=O)OCCOC1=CC(=C(C(=C1)Cl)N1C(=CC(C2=C(N=CC(=C12)Cl)OC[C@@H](C(=O)NC)OP(=O)(OCC1=CC=CC=C1)OCC1=CC=CC=C1)=O)C)Cl (S)-2-(4-(5-(2-((bis(benzyloxy)phosphoryl)oxy)-3-(methylamino)-3-oxopropoxy)-8-chloro-2-methyl-4-oxo-1,6-naphthyridin-1(4H)-yl)-3,5-dichlorophenoxy)ethyl acetate